methyl 1-(2-((3-(2-((1,5-dimethyl-1H-pyrazol-3-yl)amino)-5-methylpyrimidin-4-yl)-1H-indol-7-yl)amino)-2-oxoethyl)azetidine-3-carboxylate CN1N=C(C=C1C)NC1=NC=C(C(=N1)C1=CNC2=C(C=CC=C12)NC(CN1CC(C1)C(=O)OC)=O)C